ClCCOC1=CN=C(C(=N1)C(=O)N)O 6-(2-chloroethoxy)-3-hydroxypyrazine-2-formamide